tert-butyl (2S)-2-(((S)-1-cyano-2-(2-fluoro-4-(3-methyl-2-oxo-2,3-dihydrobenzo[d]oxazol-5-yl)phenyl)ethyl)carbamoyl)-6-(methoxymethyl)-1,4-oxazepane-4-carboxylate C(#N)[C@H](CC1=C(C=C(C=C1)C=1C=CC2=C(N(C(O2)=O)C)C1)F)NC(=O)[C@H]1OCC(CN(C1)C(=O)OC(C)(C)C)COC